C(C)C1=C2C(=CC(=CC2=CC=C1F)O)B1OC(C(O1)(C)C)(C)C 5-ethyl-6-fluoro-4-(4,4,5,5-tetramethyl-1,3,2-dioxaborolan-2-yl)naphthalen-2-ol